CN1C(NC(C1)CC1=CN(C2=CC=CC=C12)C)C(=O)O 1-methyl-4-(1-methyl-1H-indol-3-ylmethyl)-imidazolidine-2-carboxylic acid